2-(2-hydroxyethylthio)ethylamine hydrochloride Cl.OCCSCCN